CC1=C(C(=CC(=C1)C)C)N1C=NC=C1 1-(2,4,6-trimethylphenyl)-imidazole